(2s)-2-aminobut-3-enoic acid N[C@H](C(=O)O)C=C